[2-(3-methylsulfonylphenyl)pyrimidin-4-yl]methanol CS(=O)(=O)C=1C=C(C=CC1)C1=NC=CC(=N1)CO